(3-amino-3-(hydroxyimino)propyl)phosphonic acid hydrogen isopropyl ester C(C)(C)OP(O)(=O)CCC(=NO)N